N1(CCC1)C(=O)C=1OC2=C(C1)C=C(C(=C2)C2=NC=C(N=C2)N([C@@H]2[C@@H]([C@H]1CC[C@@H](C2)N1)F)C1CC1)O 2-(azetidine-1-carbonyl)-6-(5-{cyclopropyl-[(1R,2R,3S,5S)-2-fluoro-8-azabicyclo[3.2.1]octan-3-yl]amino}pyrazin-2-yl)-1-benzofuran-5-ol